((2R,3S,4R,5R)-5-(4-aminopyrrolo[2,1-f][1,2,4]triazin-7-yl)-5-cyano-3,4-dihydroxytetrahydrofuran-2-yl)methyl cyclohexanecarboxylate C1(CCCCC1)C(=O)OC[C@H]1O[C@@]([C@@H]([C@@H]1O)O)(C#N)C1=CC=C2C(=NC=NN21)N